2-(1-ethoxyethoxy)ethylbenzene methyl-6-(3,5-difluorophenyl)-9,9,10,10-tetramethyl-4-thioxo-8-oxa-2,3,5-triaza-9-silaundecanoate COC(NNC(NC(CO[Si](C(C)(C)C)(C)C)C1=CC(=CC(=C1)F)F)=S)=O.C(C)OC(C)OCCC1=CC=CC=C1